(3-aminocyclobutyl) 6-[5-(6-methyl-2-pyridyl)-1H-pyrazol-4-yl]quinoline-3-carboxylate CC1=CC=CC(=N1)C1=C(C=NN1)C=1C=C2C=C(C=NC2=CC1)C(=O)OC1CC(C1)N